5-(2-amino-[1,2,4]triazolo[1,5-a]pyridin-7-yl)-N-(5-fluoro-2-(trifluoromethoxy)benzyl)-2-methoxy-6-methylnicotinamide NC1=NN2C(C=C(C=C2)C=2C(=NC(=C(C(=O)NCC3=C(C=CC(=C3)F)OC(F)(F)F)C2)OC)C)=N1